N1=CC(=CC=C1)C1=NC(=CC2=C1N=CNC2=O)C=2C=NC(=CC2)C(F)(F)F 8-(pyridin-3-yl)-6-(6-(trifluoromethyl)pyridin-3-yl)pyrido[3,4-d]pyrimidin-4(3H)-one